methyl (S)-3-(6-bromo-3-((tert-butoxycarbonyl)(thiophen-2-ylmethyl)amino)thieno[3,2-c]isothiazol-5-yl)-2-((tert-butoxycarbonyl)amino)propanoate BrC1=C(SC=2C1=NSC2N(CC=2SC=CC2)C(=O)OC(C)(C)C)C[C@@H](C(=O)OC)NC(=O)OC(C)(C)C